1-(Cyclopropylamino)-4-(2-fluoro-3-hydroxyphenyl)-6-(trifluoromethyl)-3H-pyrido[1,2-c]pyrimidine C1(CC1)NC1=NCC(=C2N1C=CC(=C2)C(F)(F)F)C2=C(C(=CC=C2)O)F